tert-butyl 1-((S)-(5-fluoropyridin-3-yl)-(hydroxy)methyl)-4-methyl-7-azabicyclo[2.2.1]heptane-7-carboxylate FC=1C=C(C=NC1)[C@@H](C12CCC(CC1)(N2C(=O)OC(C)(C)C)C)O